Zinc oxazine O1NC=CC=C1.[Zn]